C(CCC)C1=CC=C(C=C1)C1=CC=C(C=C1)C#CC1=CC(=C(N)C=C1F)F 4-[2-[4-(4-butylphenyl)phenyl]ethynyl]-2,5-difluoroaniline